[F].N[SiH3] aminosilane fluorine